methyl 6-bromo-3-hydroxypicolinate BrC1=CC=C(C(=N1)C(=O)OC)O